N-propylpicolinamide C(CC)NC(C1=NC=CC=C1)=O